4-methyl-3-[4-(3-pyridinyl)pyrazol-1-yl]-N-[4-(trifluoromethyl)-2-pyridinyl]benzamide CC1=C(C=C(C(=O)NC2=NC=CC(=C2)C(F)(F)F)C=C1)N1N=CC(=C1)C=1C=NC=CC1